FC(C1=NN=C(O1)C=1C=CC(=NC1)CN1C(N(C2=C1C=C(C=C2)C=2OC(=CC2)C)C2CCN(CC2)C)=O)F 3-((5-(5-(difluoromethyl)-1,3,4-oxadiazol-2-yl)pyridin-2-yl)methyl)-5-(5-methylfuran-2-yl)-1-(1-methylpiperidin-4-yl)-1,3-dihydro-2H-benzo[d]imidazol-2-one